4-Pyridin-4-yl-butan-1-ol N1=CC=C(C=C1)CCCCO